CN(C(=O)C=1C=CN2C=CC=CC12)C N,N-dimethylindolizine-1-carboxamide